3-{[(7-Benzyloxy-2,3-dihydro-benzo[1,4]dioxine-2-carbonyl)-amino]-methyl}-morpholine-4-carboxylic acid tert-butyl ester C(C)(C)(C)OC(=O)N1C(COCC1)CNC(=O)C1COC2=C(O1)C=C(C=C2)OCC2=CC=CC=C2